FC(C=1C(=C(C=CC1)[C@@H](C)NC1=CC=NC2=CC(=C(C=C12)C1(CN(C1)C(=O)[O-])F)OC)F)F (R)-3-(4-((1-(3-(difluoromethyl)-2-fluorophenyl)ethyl)amino)-7-methoxyquinolin-6-yl)-3-Fluoroazetidine-1-carboxylate